2-hexyldecyl lysinate N[C@@H](CCCCN)C(=O)OCC(CCCCCCCC)CCCCCC